O1C(C=C(C(=C1)O)O)O 2H-pyran-2,4,5-triol